COC1=CC(C=CC1=O)=O 6-methoxybenzoquinone